Methyl 3-chloro-2-((1-oxo-3,4-dihydro-2,7-naphthyridin-2(1H)-yl)methyl)benzofuran-7-carboxylate ClC1=C(OC2=C1C=CC=C2C(=O)OC)CN2C(C1=CN=CC=C1CC2)=O